hexane-1,1-diol C(CCCCC)(O)O